FC1=C(N=C2[C@H]3C([C@@H](CC2=C1C1=CC(=CC2=CC=CC=C12)O)C3)(C)C)N3CC1(CN(C1)C(C=C)=O)CC3 1-(6-((1R,9R)-5-fluoro-6-(3-hydroxy-1-naphthalenyl)-10,10-dimethyl-3-azatricyclo[7.1.1.02,7]undeca-2,4,6-trien-4-yl)-2,6-diazaspiro[3.4]octan-2-yl)-2-propen-1-one